(1S,2S)-N-(8-amino-6-(5-oxopyrrolidin-3-yl)isoquinolin-3-yl)-2-fluorocyclopropane-1-carboxamide NC=1C=C(C=C2C=C(N=CC12)NC(=O)[C@H]1[C@H](C1)F)C1CNC(C1)=O